N[C@H](C(=O)OCC1=CC(=CC(=C1)[N+](=O)[O-])[N+](=O)[O-])CC1=CNC2=NC=CC=C21 3,5-dinitrobenzyl (S)-2-amino-3-(1H-pyrrolo[2,3-b]pyridin-3-yl)propanoate